CN(CCN1CC2(C=3C1=NC(=CC3)NC=3C=CC(=C1C=CNC(C31)=O)C3=CN=C1N3C=CC(=C1)F)COCC2)C 8-((1'-(2-(dimethylamino)ethyl)-1',2',4,5-tetrahydro-2H-spiro[furan-3,3'-pyrrolo[2,3-b]pyridin]-6'-yl)amino)-5-(7-fluoroimidazo[1,2-a]pyridin-3-yl)isoquinolin-1(2H)-one